BrC1=CC2=C(N(C(N2C2CCN(CC2)C)=O)CC2=NC=C(C=C2)C=2OC(=NN2)C(F)F)C=C1 5-bromo-1-((5-(5-(difluoromethyl)-1,3,4-oxadiazol-2-yl)pyridin-2-yl)methyl)-3-(1-methylpiperidin-4-yl)-1,3-dihydro-2H-benzo[d]imidazol-2-one